6-((6-(benzyloxy)benzo[d][1,3]dioxolan-5-yl)ethynyl)benzo[d][1,3]dioxolan-5-carbaldehyde C(C1=CC=CC=C1)OC=1C(=CC2=C(OCO2)C1)C#CC=1C(=CC2=C(OCO2)C1)C=O